C1(=CC=CC=C1)CCC(CC(CC(CCC1=CC=CC=C1)C1=CC=CC=C1)C1=CC=CC=C1)C1=CC=CC=C1 1,3,5,7,9-pentaphenylnonane